3-Phenoxy-toluene O(C1=CC=CC=C1)C=1C=C(C)C=CC1